dodecane-1,1-diol C(CCCCCCCCCCC)(O)O